3-(3-Chloro-4-fluorophenyl)-1-methyl-1-(1-(1-(methylthio)isoquinolin-4-yl)ethyl)urea ClC=1C=C(C=CC1F)NC(N(C(C)C1=CN=C(C2=CC=CC=C12)SC)C)=O